CO[Si](OC)(CC[Si](O[SiH](O[Si](CC[Si](OC)(OC)OC)(C)C)C)(C)C)OC 3,3,13,13-tetramethoxy-6,6,8,10,10-pentamethyl-2,7,9,14-tetraoxa-3,6,8,10,13-pentasilapentadecane